tert-butyl 4-[2-(6-hydroxy-3-pyridyl)ethyl]piperidine-1-carboxylate OC1=CC=C(C=N1)CCC1CCN(CC1)C(=O)OC(C)(C)C